C(CC(O)(C(=O)[O-])CC(=O)[O-])(=O)[O-].CC1=NC=C(C=C1[C@H]1[NH+](CCC1)C)C.CC1=NC=C(C=C1[C@H]1[NH+](CCC1)C)C.CC1=NC=C(C=C1[C@H]1[NH+](CCC1)C)C (2S)-2-(2,5-dimethylpyridin-3-yl)-1-methylpyrrolidin-1-ium citrate